NN.[S] Sulfur diazaN